NC1=NC=NN2C1=C(C=C2C=2C=C(C(=NC2)OC)C(=O)N[C@@H]2CN(C[C@@H]2F)C([C@@](C(F)(F)F)(C)O)=O)C#N 5-{4-Amino-5-cyanopyrrolo[2,1-f][1,2,4]triazin-7-yl}-N-[(3R,4S)-4-fluoro-1-[(2R)-3,3,3-trifluoro-2-hydroxy-2-methylpropanoyl]pyrrolidin-3-yl]-2-methoxypyridin-3-carboxamid